tert-butyl-((1R,2R)-1-(3,5-dimethoxy-4-methylphenyl)-3-iodo-2-phenethoxypropoxy)dimethylsilane C(C)(C)(C)[Si](C)(C)O[C@@H]([C@H](CI)OCCC1=CC=CC=C1)C1=CC(=C(C(=C1)OC)C)OC